tert-butyl N-[1-(5-fluoroindolin-4-yl)-4-piperidyl]-N-methylcarbamate FC=1C(=C2CCNC2=CC1)N1CCC(CC1)N(C(OC(C)(C)C)=O)C